3-(4-Chloro-2-fluorophenyl)-N'-(2,4-dichlorophenyl)prop-2-ynhydrazid ClC1=CC(=C(C=C1)C#CC(=O)NNC1=C(C=C(C=C1)Cl)Cl)F